1-triphosphazene P=NPNP